O[C@@H]1C[C@H](N(C1)C([C@H](C(C)(SC(C1=CC=CC=C1)(C1=CC=CC=C1)C1=CC=CC=C1)C)NC(OCC1C2=CC=CC=C2C=2C=CC=CC12)=O)=O)C(N[C@@H](C)C1=CC=C(C=C1)C1=C(N=CS1)C)=O (9H-fluoren-9-yl)methyl ((R)-1-((2S,4R)-4-hydroxy-2-(((S)-1-(4-(4-methylthiazol-5-yl)phenyl)ethyl)carbamoyl)pyrrolidin-1-yl)-3-methyl-1-oxo-3-(tritylthio)butan-2-yl)carbamate